NC1=CC=CC(=N1)S(=O)(=O)NC(=O)C=1C(=NC(=CC1)C1=CC=C(C=C1)C(C)C)OC1=C(C=C(C=C1C)C)C N-[(6-Amino-2-pyridyl)sulfonyl]-6-(4-isopropylphenyl)-2-(2,4,6-trimethylphenoxy)pyridin-3-carboxamid